2-[ethyl(9H-fluoren-9-yl-methoxycarbonyl)amino]acetic acid C(C)N(CC(=O)O)C(=O)OCC1C2=CC=CC=C2C=2C=CC=CC12